ethyl (1R,2S)-2-[3-{[4-(2-cyclopropylethoxy)-2,6-dimethylbenzoyl]amino}-4-(trifluoromethyl)phenyl]cyclopropanecarboxylate C1(CC1)CCOC1=CC(=C(C(=O)NC=2C=C(C=CC2C(F)(F)F)[C@@H]2[C@@H](C2)C(=O)OCC)C(=C1)C)C